C(#N)C=1C(=C(C=2C(=C3N(C2C1F)CCCN3)C(C3=CC=C(C=C3)OC)=O)F)F 7-cyano-10-(4-methoxybenzoyl)-6,8,9-trifluoro-1,2,3,4-tetrahydropyrimido[1,2-a]indole